[4-(6-oxo-2-oxa-5-azaspiro[3.5]nonan-5-yl)phenyl]trifluoromethanesulfonate O=C1N(C2(COC2)CCC1)C1=CC=C(C=C1)OS(=O)(=O)C(F)(F)F